CC1=C2C=C(C(=C1)O2)C (2,5-dimethyl-1,4-phenylene) ether